uranium(III) chloride [Cl-].[U+3].[Cl-].[Cl-]